FC(OC=1C(=NC=CC1)CNC(=O)C1=NC=CN=C1)(F)F N-[[3-(trifluoromethoxy)pyridin-2-yl]methyl]pyrazine-2-carboxamide